isoquinoline-3,4-d-6-amine C1=NC(=C(C2=CC(=CC=C12)N)[2H])[2H]